C(CCC)NCCC[Si](OC)(OC)C Gamma-(N-butyl)aminopropylmethyldimethoxysilane